C(=O)(OC(C)(C)C)NCCCN=C=S N-Boc-3-isothiocyanatopropylamine